ClC=1C=C(C(=NC1)[C@@H](C)OC=1C(=NC=C(C1)B1OC(C(O1)(C)C)(C)C)N)F |r| (rac)-3-{[1-(5-chloro-3-fluoropyridin-2-yl)ethyl]oxy}-5-(4,4,5,5-tetramethyl-1,3,2-dioxaborolan-2-yl)pyridin-2-amine